5-(benzo[d]thiazol-6-yl)-N-(4-((2-(dimethylamino)ethyl)(methyl)amino)phenyl)-1-(6-methylpyridin-2-yl)-1H-pyrazole-3-carboxyamide S1C=NC2=C1C=C(C=C2)C2=CC(=NN2C2=NC(=CC=C2)C)CC(=O)NC2=CC=C(C=C2)N(C)CCN(C)C